NC1=C(OC2=NC(=CC=C21)C)C(=O)N[C@H]2COC1=C(C2)C(=CC(=C1)N1CCNCC1)F 3-amino-N-[(3R)-5-fluoro-7-(piperazin-1-yl)-3,4-dihydro-2H-1-benzopyran-3-yl]-6-methylfuro[2,3-b]pyridine-2-carboxamide